3-(7-chloroindan-4-yl)oxy-5-fluoro-benzonitrile ClC=1C=CC(=C2CCCC12)OC=1C=C(C#N)C=C(C1)F